COC1=C(C=CC(=C1)CNC(CCCC\C=C\C(C)C)=O)OC(=O)N1CC(CC1)N.CC(C)(CCC(C)(OOC(C(CCCC)CC)=O)C)OOC(C(CCCC)CC)=O 2,5-dimethyl-2,5-Bis-(2-ethylhexanoylperoxy)hexane (E)-2-methoxy-4-[(8-methylnon-6-enamido)methyl]phenyl-3-aminopyrrolidine-1-carboxylate